(3aS,4R,6aR)-4-(4-boronobutyl)-1-((2-methyl-1-(pivaloyloxy)propoxy)carbonyl)octahydropyrrolo[3,4-b]pyrrole-4-carboxylic acid B(O)(O)CCCC[C@]1(NC[C@@H]2N(CC[C@@H]21)C(=O)OC(C(C)C)OC(C(C)(C)C)=O)C(=O)O